C1(CCC12OCCO2)N2N=CC(=C2)C=2C(=C(C=CC2)NC2=CC(=NC=C2C(=O)N)NC(=O)C2CC2)OC(F)(F)F 4-((3-(1-(5,8-dioxaspiro[3.4]octan-1-yl)-1H-pyrazol-4-yl)-2-(trifluoromethoxy)phenyl)amino)-6-(cyclopropanecarboxamido)nicotinamide